CC1=CC(=NN1CC(=O)OC)C(F)(F)F methyl 2-(5-methyl-3-(trifluoromethyl)-1H-pyrazol-1-yl)acetate